2-chloro-7,7-dimethyl-5,7-dihydrofuro[3,4-b]pyridin-5-ol ClC1=CC=C2C(=N1)C(OC2O)(C)C